(R)-3,4-Dimethoxy-amphetamine hydrochloride Cl.COC=1C=C(C[C@H](N)C)C=CC1OC